[(7R)-7-methyl-4,5,6,7-tetrahydro-1,3-benzothiazol-2-yl]methyl N-[[2-(2,6-dioxo-3-piperidyl)-4-fluoro-3-oxo-isoindolin-5-yl]methyl]carbamate O=C1NC(CCC1N1CC2=CC=C(C(=C2C1=O)F)CNC(OCC=1SC2=C(N1)CCC[C@H]2C)=O)=O